(+/-)-N-[3-[4-(2-amino-6-methyl-pyrimidin-4-yl)-1,4-oxazepan-3-yl]-4-chloro-phenyl]-2-(oxetan-3-yl)acetamide NC1=NC(=CC(=N1)N1[C@@H](COCCC1)C=1C=C(C=CC1Cl)NC(CC1COC1)=O)C |r|